BrC1=C(C(=C(C=C1)F)C)C 1-bromo-4-fluoro-2,3-xylene